C(CCC)OC(CCC1=CC=C(C(=C1)C)O)=O butyl-4-hydroxy-5-methylhydrocinnamate